5-(8-fluoro-2-methylimidazo[1,2-a]pyridin-6-yl)-2-[3-(4-methylpiperazin-1-yl)-1,2,4-triazin-6-yl]pyridin FC=1C=2N(C=C(C1)C=1C=CC(=NC1)C1=CN=C(N=N1)N1CCN(CC1)C)C=C(N2)C